3-(3-methyl-2-(naphthalen-1-yl)-7-oxo-4,7-dihydropyrazolo[1,5-a]pyrimidin-5-yl)benzoic acid CC=1C(=NN2C1NC(=CC2=O)C=2C=C(C(=O)O)C=CC2)C2=CC=CC1=CC=CC=C21